5-(3,4-difluorophenyl)-N-((6-(piperazin-1-yl)pyridin-2-yl)methyl)-7H-pyrrolo[2,3-d]pyrimidin-4-amine FC=1C=C(C=CC1F)C1=CNC=2N=CN=C(C21)NCC2=NC(=CC=C2)N2CCNCC2